tert-butyl 4-(2-(4-(3-(2,6-dioxopiperidin-3-yl)-1-methyl-1H-indazol-6-yl)piperazin-1-yl)propan-2-yl)piperidine-1-carboxylate O=C1NC(CCC1C1=NN(C2=CC(=CC=C12)N1CCN(CC1)C(C)(C)C1CCN(CC1)C(=O)OC(C)(C)C)C)=O